FC(C1=CC(=NC=C1)C1=NN=C(O1)O)(F)F 5-[4-(trifluoromethyl)-2-pyridyl]-1,3,4-oxadiazol-2-ol